8-(1-(2,2-difluoroethyl)-3-ethoxy-1H-pyrazolo[3,4-b]pyrazin-6-yl)-2-(2-(trifluoromethyl)pyridin-4-yl)-2,8-diazaspiro[4.5]decan-3-one FC(CN1N=C(C=2C1=NC(=CN2)N2CCC1(CC(N(C1)C1=CC(=NC=C1)C(F)(F)F)=O)CC2)OCC)F